C(C1=CC=CC=C1)OC1=CC=C(C=C1)C[C@H](C(=O)OC)NC(CC1CCN(CC1)C(CCC1=CC=C(C=C1)C#N)=O)=O Methyl (R)-3-(4-(benzyloxy)phenyl)-2-(2-(1-(3-(4-cyanophenyl)propanoyl)piperidin-4-yl)acetamido)propanoate